BrC=1C(=NC2=CC(=NC=C2C1)Cl)OC 3-bromo-7-chloro-2-methoxy-1,6-naphthyridine